COC1=C(C=CC(=C1)N1CCCCC1)NC1=NC=CC(=C1)NC=1C=CC=C2CCN(C12)C(C)=O 1-(7-((2-((2-Methoxy-4-(piperidin-1-yl)phenyl)amino)pyridin-4-yl)amino)indolin-1-yl)ethan-1-one